BrC=1C=C2C(N(C(=NC2=CC1)[C@@H](CCC)N1CCNC[C@H](C1)CC)CC)=O 6-bromo-3-ethyl-2-((R)-1-((R)-6-ethyl-1,4-diazepan-1-yl)butyl)quinazolin-4(3H)-one